N-(3-chloro-5-(methylsulfonamido)phenyl)-4-(3,5-difluoropyridin-2-yl)-5-methylthiophene-2-carboxamide ClC=1C=C(C=C(C1)NS(=O)(=O)C)NC(=O)C=1SC(=C(C1)C1=NC=C(C=C1F)F)C